BrC=1C=CC(=NC1)C(C(F)(F)F)N[S@](=O)C(C)(C)C (R)-N-(1-(5-bromopyridin-2-yl)-2,2,2-trifluoroethyl)-2-methylpropane-2-sulfinamide